2-{[(4as,7ar)-1-methyl-octahydro-1H-cyclopenta[b]pyridin-4a-yl]methoxy}-7-[8-ethynyl-7-fluoro-3,3-bis(methoxymethoxy)naphthalen-1-yl]-8-fluoroquinazolin-4-ol CN1[C@H]2[C@@](CCC1)(CCC2)COC2=NC1=C(C(=CC=C1C(=N2)O)C=2CC(C=C1C=CC(=C(C21)C#C)F)(OCOC)OCOC)F